C(C)(C)(C)OC1=NC(=CC(=C1)C1=NC(=NC=C1)NC1=CC=CC=C1)Cl 4-(2-tert-butoxy-6-chloro-4-pyridyl)-N-phenyl-pyrimidin-2-amine